NC1=C(SC=C1OCCOS(=O)(=O)C1=CC=C(C)C=C1)C(=O)OC methyl 3-amino-4-(2-(tosyloxy)ethoxy)thiophene-2-carboxylate